NC1=C(SC2=NC(=CN=C21)C)C(=O)N[C@@H]2CC=1C=CC(=NC1CC2)N2CC1(COC1)[C@@H](C2)N 7-amino-N-[(6S)-2-[(8S)-8-amino-2-oxa-6-azaspiro[3.4]octan-6-yl]-5,6,7,8-tetrahydroquinolin-6-yl]-3-methylthieno[2,3-b]pyrazine-6-carboxamide